C(C=C)(=O)OCCOCCCC n-butoxyethyl acrylate